1-(tert-butyl) 3-methyl (S)-4-(2-(((benzyloxy)carbonyl)amino)ethyl)piperazine-1,3-dicarboxylate C(C1=CC=CC=C1)OC(=O)NCCN1[C@@H](CN(CC1)C(=O)OC(C)(C)C)C(=O)OC